C(C)(C)(C)OC(=O)N[C@H](C(=O)OC)C[C@@H]1OC2=C(NC1=O)C(=CC=C2)F methyl (2S)-2-(tert-butoxycarbonylamino)-3-[(2S)-5-fluoro-3-oxo-4H-1,4-benzoxazin-2-yl]propanoate